NC1=NC=2C=CC=CC2C2=C1NC(N2C(C)C2=CC=C(C=C2)CN2CCCC2)=O 4-amino-1-(1-(4-(pyrrolidin-1-ylmethyl)phenyl)ethyl)-1,3-dihydro-2H-imidazo[4,5-c]quinolin-2-one